(2S)-N-{(1S)-1-cyano-2-[4-(3-methyl-2-oxo-2,3-dihydro-1,3-benzoxazol-5-yl)phenyl]ethyl}-1,4-oxazepan-2-carboxamid C(#N)[C@H](CC1=CC=C(C=C1)C=1C=CC2=C(N(C(O2)=O)C)C1)NC(=O)[C@H]1OCCCNC1